C(C)(C)(C)OC(=O)O[C@@H]1[C@H]([C@H](N(C1)C(=O)OC(C)(C)C)CC1=CC=C(C=C1)OC)OC(NCCN(C(C)C)C(C)C)=O tert-butyl (2R,3S,4S)-4-[(tert-butoxycarbonyl)oxy]-3-({[2-(diisopropylamino)ethyl]carbamoyl}oxy)-2-[(4-methoxyphenyl)methyl]pyrrolidine-1-carboxylate